trans-tert-butyl-4-((5-isopropoxypyridin-2-yl) oxy)-3-methoxypiperidine-1-carboxylate C(C)(C)(C)OC(=O)N1C[C@H]([C@@H](CC1)OC1=NC=C(C=C1)OC(C)C)OC